3-(((((1-ethylpiperidin-3-yl)methoxy)carbonyl)oxy)methyl)-5-((2-((2-hexyloctyl)oxy)acetoxy)methyl)benzyl (9Z,12Z)-octadeca-9,12-dienoate C(CCCCCCC\C=C/C\C=C/CCCCC)(=O)OCC1=CC(=CC(=C1)COC(COCC(CCCCCC)CCCCCC)=O)COC(=O)OCC1CN(CCC1)CC